FC1=CC=C(C=C1)/C=C/C(=O)OC[C@H]1OC([C@@H]([C@H]([C@@H]1O)O)O)OC ((2R,3S,4S,5R)-3,4,5-trihydroxy-6-methoxytetrahydro-2H-pyran-2-yl)methyl (E)-3-(4-fluorophenyl)acrylate